tert-butyl (4aS,7aS)-octahydro-1H-pyrrolo[3,4-b]pyridine-1-carboxylate N1([C@H]2[C@@H](CCC1)CNC2)C(=O)OC(C)(C)C